7-(2,4-difluorophenyl)-8-(((S)-3-hydroxy-2-(2-methoxyethoxy)propyl)thio)-6-(trifluoromethyl)quinazoline-2,4(1H,3H)-dione FC1=C(C=CC(=C1)F)C1=C(C=C2C(NC(NC2=C1SC[C@H](CO)OCCOC)=O)=O)C(F)(F)F